bis(2-hydroxybenzyl)-ethylenediamine OC1=C(CNCCNCC2=C(C=CC=C2)O)C=CC=C1